C(C)(C)(C)OC(=O)N1CCN(CC1)C1=C2CCCN(C2=CC=C1)[C@@H]1C(NC(CC1)=O)=O 4-[1-[(3S)-2,6-dioxo-3-piperidyl]-3,4-dihydro-2H-quinolin-5-yl]piperazine-1-carboxylic acid tert-butyl ester